ClC=1C=CC(=NC1)OC1CCN(CC1)C1=C(C=CC=C1[N+](=O)[O-])F 5-chloro-2-((1-(2-fluoro-6-nitrophenyl)piperidin-4-yl)oxy)pyridine